7-amino-6-(methylamino)-3,4-dihydroisoquinolin-1(2H)-one NC1=C(C=C2CCNC(C2=C1)=O)NC